ClC=1C=CC(=NC1)C1=CNCCC1 5-chloro-1',4',5',6'-tetrahydro-2,3'-bipyridine